(Z)-3-(4-((2-(2-(4-(1-(4-hydroxyphenyl)-2-phenylbut-1-en-1-yl)phenoxy)ethoxy)ethyl)amino)-1-oxoisoindolin-2-yl)piperidine-2,6-dione OC1=CC=C(C=C1)/C(=C(\CC)/C1=CC=CC=C1)/C1=CC=C(OCCOCCNC2=C3CN(C(C3=CC=C2)=O)C2C(NC(CC2)=O)=O)C=C1